[5-(4-aminocinnolin-7-yl)-2-methoxy-4-pyrazol-1-ylphenyl] borate B(OC1=C(C=C(C(=C1)C1=CC=C2C(=CN=NC2=C1)N)N1N=CC=C1)OC)([O-])[O-]